BrC=1C=C(C=2CCCCC2C1)C(=O)[O-] 7-bromotetralin-5-carboxylate